1-(cyclobutyl-methyl)-8-dimethylamino-3-[(3-methylsulfonyl-phenyl)-methyl]-8-phenyl-1,3-diazaspiro[4.5]decan-2-one C1(CCC1)CN1C(N(CC12CCC(CC2)(C2=CC=CC=C2)N(C)C)CC2=CC(=CC=C2)S(=O)(=O)C)=O